Cl.N1(CCNCC1)C1=NC=CC(=C1)CCC(=O)OC methyl 3-(2-(piperazin-1-yl)pyridin-4-yl)propanoate hydrochloride